20-(docosa-13-enoyloxy)-eicosanoic acid C(CCCCCCCCCCCC=CCCCCCCCC)(=O)OCCCCCCCCCCCCCCCCCCCC(=O)O